N-tertiary butyl-benzenesulfinamide C(C)(C)(C)NS(=O)C1=CC=CC=C1